N-[(2-methoxyphenyl)methyl]-5-(pyridine-3-sulfonyl)-1H,2H,3H,4H,5H,6H-pyrrolo[3,4-c]pyrrole-2-carboxamide COC1=C(C=CC=C1)CNC(=O)N1CC=2CN(CC2C1)S(=O)(=O)C=1C=NC=CC1